ClC1=C2C=CC=NC2=C(C=C1)OCC(=O)OC methyl (5-chloro-8-quinolineoxy)acetate